FC(OC1=CC2=C(N=C(S2)NC(=O)C2CC3CCCCC3CC2)C=C1)(F)F N-[6-(trifluoromethoxy)-1,3-benzothiazol-2-yl]-decahydronaphthalene-2-carboxamide